C(C)(C)(C)OC(=O)N1[C@H]([C@]2(CCOC(N2)=O)CCC1)COC1CCC(CC1)O |o1:8,9| tert-butyl-rel-(6R,7R)-7-{[(4-hydroxycyclohexyl)oxy]methyl}-2-oxo-3-oxa-1,8-diazaspiro[5.5]undecane-8-carboxylate